FC1=C(C=CC=C1F)[C@@H]1N(OCC1)C1=CC(=NC=N1)NC1=CC=C(C=C1)[C@H]1N(OCC1)C(=O)OC(C)(C)C tert-butyl (S)-3-(4-((6-((R)-3-(2,3-difluorophenyl) isoxazolidin-2-yl) pyrimidine-4-yl)amino)phenyl)isooxazolidine-2-carboxylate